N-(2-aminoethyl)-6-(3-methyl-1H-indol-2-yl)pyrazine-2-carboxamide NCCNC(=O)C1=NC(=CN=C1)C=1NC2=CC=CC=C2C1C